9-ethyl-3-(5-(3-methoxyphenyl)-1H-1,2,3-triazol-1-yl)-9H-carbazole C(C)N1C2=CC=CC=C2C=2C=C(C=CC12)N1N=NC=C1C1=CC(=CC=C1)OC